C1(CCCCC1)P(C1=C(C=CC=C1)C1=C(C=C(C=C1C(C)C)C(C)C)C(C)C)C1CCCCC1 2-(Dicyclohexylphosphino)-2',4',6'-tri-iso-propyl-1,1'-biphenyl